ClC1=C(C(=NN1C1=CC=NC=C1)C1=NOC(=C1)C)C(=O)N1CCC2(CC1)CCN(CC2)CCC(C)(C)C (5-Chloro-3-(5-methylisoxazol-3-yl)-1-(pyridin-4-yl)-1H-pyrazol-4-yl)(9-(3,3-dimethylbutyl)-3,9-diazaspiro[5.5]undecan-3-yl)methanone